2-amino-4-hydroxybutyric acid NC(C(=O)O)CCO